C(C)OC(CC(C)C(C(=O)O)(O)CC(=O)O)=O mono-(4-ethoxy-4-oxo-butan-2-yl)-malic acid